C(C)(=O)N(C=1SC2=C(C1C(=O)OC)C=CC(=C2Cl)O)CC2=CC=C(C=C2)F Methyl 2-[acetyl(4-fluorobenzyl)amino]-7-chloro-6-hydroxy-1-benzothiophene-3-carboxylate